C(C1CO1)OC(C1C(C(=O)OCC2CO2)CC2C(=C1)O2)=O 4,5-epoxytetrahydrophthalic acid-diglycidylester